[6-[(E)-2-(aminomethyl)-3-fluoro-allyloxy]-1-oxo-3,4-dihydroisoquinolin-2-yl]-N-t-butyl-acetamide hydrochloride Cl.NC/C(/COC=1C=C2CCN(C(C2=CC1)=O)CC(=O)NC(C)(C)C)=C\F